dihydro-pyrrolo-quinazolinone N1C(NC=C2C=CC=3C(=C12)C=CN3)=O